3-(4-cyclobutyl-5-(3,3-difluorocyclobutyl)-1-methyl-1H-pyrazol-3-yl)-1-methyl-1-(2,2,2-trifluoroethyl)urea C1(CCC1)C=1C(=NN(C1C1CC(C1)(F)F)C)NC(N(CC(F)(F)F)C)=O